1,4-dimethyl-naphthoic acid CC1(CC=C(C2=CC=CC=C12)C)C(=O)O